1-(1-((diisopropylcarbamoyl)oxy)ethyl)-3-((2-(nitrooxy)ethyl)carbamoyl)pyridin-1-ium iodide [I-].C(C)(C)N(C(=O)OC(C)[N+]1=CC(=CC=C1)C(NCCO[N+](=O)[O-])=O)C(C)C